CN(C)CCCOC1=CC=C(C=C1)C=1C=CC=2N(C1)C1=C(N2)C=CC=C1N1CCOCC1 N,N-dimethyl-3-(4-(9-morpholinobenzo[4,5]imidazo[1,2-a]pyridin-2-yl)phenoxy)-1-propylamine